5-chloro-2-(2,2-dimethylmorpholino)pyridin-4-amine ClC=1C(=CC(=NC1)N1CC(OCC1)(C)C)N